(S*)-6-(3-(Difluoromethyl)-4-fluorophenyl)-1-((ethylsulfinyl)methyl)-1H-pyrazolo[4,3-b]pyridine FC(C=1C=C(C=CC1F)C=1C=C2C(=NC1)C=NN2C[S@@](=O)CC)F |o1:19|